benzofuro[3,2-b]pyridin-4-ylboronic acid N1=C2C(=C(C=C1)B(O)O)OC1=C2C=CC=C1